C(C)(=O)N[C@@H]1C(O)O[C@@H]([C@H]([C@@H]1O)O)CO 2-Acetamido-2-deoxy-D-mannopyranose